3-(4-iodophenyl)-1-(4-(trifluoromethoxy)phenyl)-1H-1,2,4-triazole IC1=CC=C(C=C1)C1=NN(C=N1)C1=CC=C(C=C1)OC(F)(F)F